2-(5-((E)-((3aR,6aS)-hexahydrocyclopenta[c]pyrrol-5(1H)-ylidene)methyl)pyrazin-2-yl)-5-(2-methoxypyridin-4-yl)phenol C1NC[C@H]2[C@@H]1CC(C2)=CC=2N=CC(=NC2)C2=C(C=C(C=C2)C2=CC(=NC=C2)OC)O